OCCCCNCCCCO 4-(4-hydroxybutyl-amino)-1-butanol